5-ethyl-6-oxo-2-(trifluoromethyl)-6,7-dihydro-5H-benzo[d]pyrido-[3,2-f][1,3]diazepine-9-carbonitrile C(C)N1C(NC2=C(C3=C1N=CC(=C3)C(F)(F)F)C=CC(=C2)C#N)=O